C(C)N(CC)C1C(C)O1 N,N-diethylaminopropylene oxide